(S)-(1-methyl-1H-pyrazol-4-yl)(6-(3-methyl-1H-pyrrolo[2,3-b]pyridin-5-yl)-4-(pyrrolidin-2-yl)isoindoline-2-yl)methanone CN1N=CC(=C1)C(=O)N1CC2=CC(=CC(=C2C1)[C@H]1NCCC1)C=1C=C2C(=NC1)NC=C2C